N[C@@H]1[C@@H](OCC12CCN(CC2)C2=C(N=C1C(=N2)NN=C1C1=C(C(=CC=C1)OC1COC1)Cl)CO)C (6-((3S,4S)-4-amino-3-methyl-2-oxa-8-azaspiro[4.5]decan-8-yl)-3-(2-chloro-3-(oxetan-3-yloxy)phenyl)-1H-pyrazolo[3,4-b]pyrazin-5-yl)methanol